Trans-racemic-benzyl-4-[(7-[((S)-1-methoxypropan-2-yl)carbamoyl]-5-{[2-(trimethylsilyl)eth-oxy]methyl}-5H-pyrrolo[2,3-b]pyrazin-2-yl)oxy]-2-methylpiperidine-1-carboxylate C(C1=CC=CC=C1)OC(=O)N1[C@H](C[C@@H](CC1)OC=1N=C2C(=NC1)N(C=C2C(N[C@H](COC)C)=O)COCC[Si](C)(C)C)C |r|